ClC1=C(C(=O)N2COC3=C(C2)C=CC=C3C3=CC(=C(C(=O)O)C=C3F)N3C2COCC3CC2)C(=CC(=C1)N1CC2(C1)OCCO2)Cl 4-[3-[2,6-Dichloro-4-(5,8-dioxa-2-azaspiro[3.4]octan-2-yl)benzoyl]-2,4-dihydro-1,3-benzoxazin-8-yl]-5-fluoro-2-(3-oxa-8-azabicyclo[3.2.1]octan-8-yl)benzoic acid